C(C)(C)(C)NC1=CC(=C2C(=N1)C=C(S2)C2=CC=NN2C2OCCCC2)NCC(C)(C)OC N5-(tert-butyl)-N7-(2-methoxy-2-methylpropyl)-2-(1-(tetrahydro-2H-pyran-2-yl)-1H-pyrazol-5-yl)thieno[3,2-b]pyridine-5,7-diamine